OC1=NC2=CC(=CC=C2C=C1)B(O)O 2-HYDROXYQUINOLINE-7-BORONIC ACID